tert-butyl (S)-2-allyl-4-benzoyl-3-oxopiperazine-1-carboxylate C(C=C)[C@@H]1N(CCN(C1=O)C(C1=CC=CC=C1)=O)C(=O)OC(C)(C)C